C(#N)C1=CC(=C(C(=C1)C)N1C(C(=CC=C1C(F)(F)F)C(=O)O)=O)F 1-(4-cyano-2-fluoro-6-methyl-phenyl)-2-oxo-6-(trifluoromethyl)pyridine-3-carboxylic acid